2-(2-chlorophenyl)-N-{4-[4-(pyrazin-2-yl)-1H-pyrazol-1-yl]-3-sulfamoylphenyl}acetamide Ethyl-2,2'-bipyridine-4,4'-dicarboxylate C(C)OC(=O)C1=CC(=NC=C1)C1=NC=CC(=C1)C(=O)O.ClC1=C(C=CC=C1)CC(=O)NC1=CC(=C(C=C1)N1N=CC(=C1)C1=NC=CN=C1)S(N)(=O)=O